7-(8-ethyl-7-fluoro-3-(methoxymethoxy)naphthalen-1-yl)-8-fluoro-2-(((2R,7aS)-2-fluorohexahydro-1H-pyrrolizin-7a-yl)methoxy)-4-(3-(pyridin-3-yl)propoxy)pyrido[4,3-d]pyrimidine C(C)C=1C(=CC=C2C=C(C=C(C12)C1=C(C=2N=C(N=C(C2C=N1)OCCCC=1C=NC=CC1)OC[C@]12CCCN2C[C@@H](C1)F)F)OCOC)F